2-(4-amino-6-fluoro-7-methoxy-9H-pyrimido[4,5-b]indol-9-yl)acetic acid NC1=NC=NC=2N(C3=CC(=C(C=C3C21)F)OC)CC(=O)O